C=1(C=2C=3C(COC2C=CC1)CC=CC3)O 6aH-benzo[c]chromen-1-ol